(R)-1-(3-chloro-5-fluorophenyl)-5-(5-(3,5-dimethylisoxazol-4-yl)-1-((R)-1-(methylsulfonyl)pyrrolidin-3-yl)-1H-benzo[d]imidazol-2-yl)pyrrolidin-2-one ClC=1C=C(C=C(C1)F)N1C(CC[C@@H]1C1=NC2=C(N1[C@H]1CN(CC1)S(=O)(=O)C)C=CC(=C2)C=2C(=NOC2C)C)=O